ClCCCCCC(C(F)(F)F)=O 7-chloro-1,1,1-trifluoroheptan-2-one